1-methylpyrazolo[3,4-b]pyridine-4-carboxylic acid CN1N=CC2=C1N=CC=C2C(=O)O